ClC=1C(=NC(=NC1)NC1CCO1)C1=CC=C2CN(C(C2=C1)=O)CC(=O)N[C@H](CCO)C1=CC=CC=C1 2-(6-{5-chloro-2-[(oxetan-4-yl)amino]pyrimidin-4-yl}-1-oxo-2,3-dihydro-1H-isoindol-2-yl)-N-[(1R)-3-hydroxy-1-phenylpropyl]acetamide